chloro-6-(2-fluoro-3-methoxyphenyl)-2-(1-methyl-1H-imidazol-2-yl)-5-(1-methyl-1H-pyrazol-3-yl)pyrrolo[2,1-F][1,2,4]triazine ClC1=NC(=NN2C1=C(C(=C2)C2=C(C(=CC=C2)OC)F)C2=NN(C=C2)C)C=2N(C=CN2)C